N-((1S,3r)-3-(5-(5-ethoxypyridin-2-yl)-4-(2-fluorophenyl)-4H-1,2,4-triazol-3-yl)cyclobutyl)-7-fluoro-1,5-naphthyridine-4-carboxamide C(C)OC=1C=CC(=NC1)C=1N(C(=NN1)C1CC(C1)NC(=O)C1=CC=NC2=CC(=CN=C12)F)C1=C(C=CC=C1)F